(4-(chloromethyl)phenyl)(7-methyl-6-(phenylseleno)-3,4-dihydro-1,8-naphthyridin-1(2H)-yl)methanone ClCC1=CC=C(C=C1)C(=O)N1CCCC2=CC(=C(N=C12)C)[Se]C1=CC=CC=C1